(8-fluoro-7-(8-fluoronaphthalen-1-yl)-2-((hexahydro-1H-pyrrolizin-7a-yl)methoxy)pyrido[4,3-d]Pyrimidin-4-yl)-7-azaspiro[4.5]Decan-2-ol FC1=C(N=CC2=C1N=C(N=C2C2C(CCC21CNCCC1)O)OCC12CCCN2CCC1)C1=CC=CC2=CC=CC(=C12)F